3-(5-(2,6-dioxopiperidin-3-yl)-6-fluoro-1,3-dioxoisoindolin-5-yl)hexahydropyrrolo[3,4-c]pyrrol O=C1NC(CCC1C1(CC=2C(NC(C2C=C1F)=O)=O)C1NCC2=CNCC21)=O